triallyl Trimellitate C(C=1C(C(=O)OCC=C)=CC(C(=O)OCC=C)=CC1)(=O)OCC=C